C(=O)C1=CC=C2C=C(N(C2=C1)C(=O)OC(C)(C)C)CNC(=O)C1(CC1)C tert-butyl 6-formyl-2-((1-methylcyclopropanecarboxamido)methyl)-1H-indole-1-carboxylate